N,N'-dithiodimaleimide C1(C=CC(N1SSN1C(C=CC1=O)=O)=O)=O